ClC=1C=CC=C2C=CC=C(C12)B(O)O (8-chloronaphthalen-1-yl)boronic acid